4-(4-(5-((dimethylamino)methyl)-4-methylthiophen-2-yl)-6-morpholino-1,3,5-triazin-2-yl)phenol CN(C)CC1=C(C=C(S1)C1=NC(=NC(=N1)N1CCOCC1)C1=CC=C(C=C1)O)C